OC1CCN(CC1)C1=C(C=C2C(=N1)N=C(O2)N2CCOCC2)C(=O)NC2=NC(=CC=C2)C=2C=NN(C2)C 5-(4-Hydroxypiperidin-1-yl)-N-(6-(1-methyl-1H-pyrazol-4-yl)pyridin-2-yl)-2-morpholinooxazolo[4,5-b]pyridine-6-carboxamide